2-amino-5-{2-[(1S)-1-cyclopropylethyl]-1-oxo-7-(trifluoromethyl)-2,3-dihydro-1H-isoindol-5-yl}-N-[trans-3-hydroxycyclobutyl]pyrazolo[1,5-a]pyrimidine-3-carboxamide NC1=NN2C(N=C(C=C2)C=2C=C3CN(C(C3=C(C2)C(F)(F)F)=O)[C@@H](C)C2CC2)=C1C(=O)N[C@@H]1C[C@H](C1)O